methyl 2-((2-bromo-4-fluorophenyl)amino)-5-fluoro-4-(trifluoromethyl)benzoate BrC1=C(C=CC(=C1)F)NC1=C(C(=O)OC)C=C(C(=C1)C(F)(F)F)F